N-((1-methyl-4-oxo-2-(trifluoromethyl)-1,4-dihydroquinolin-7-yl)methyl)sulfamide CN1C(=CC(C2=CC=C(C=C12)CNS(=O)(=O)N)=O)C(F)(F)F